CC1(N(C[C@H](C1)CCC(C1=NC(=CC=C1)C(F)(F)F)NC1=NC(=CC=C1)S(N)(=O)=O)C(=O)OC(C)(C)C)C tert-Butyl (4S)-2,2-dimethyl-4-[3-[(6-sulfamoyl-2-pyridyl)amino]-3-[6-(trifluoromethyl)-2-pyridyl]propyl]pyrrolidine-1-carboxylate